N(=[N+]=[N-])CCCCC 5-azidopentane